OC1[C@H](N(CCN(C1)C(=O)OCC1=CC=CC=C1)C(=O)OC(C)(C)C)C O1-Benzyl O4-tert-butyl (5R)-6-hydroxy-5-methyl-1,4-diazepane-1,4-dicarboxylate